1-(4-((S)-2-(3-Chloro-4-cyanophenyl)-3-methyl-2,8-diazaspiro[4.5]decan-8-yl)benzoyl)piperidin ClC=1C=C(C=CC1C#N)N1CC2(C[C@@H]1C)CCN(CC2)C2=CC=C(C(=O)N1CCCCC1)C=C2